CC1=C(C=C(C=C1)C=1CN(CC1)C(=O)OC(C)(C)C)C(NC1(CC1)C1=CC=CC2=CC=CC=C12)=O tert-Butyl 3-(4-methyl-3-((1-(naphthalen-1-yl)cyclopropyl)carbamoyl) phenyl)-2,5-dihydro-1H-pyrrole-1-carboxylate